C12COCC(CC1)N2C2=NC(=NC(=N2)N2CCOCC2)C2=CC=C(C=C2)NC(=O)NC=2C=C1C(OC(C1=CC2)=O)C2CC2 1-(4-(4-(3-oxa-8-azabicyclo[3.2.1]oct-8-yl)-6-morpholino-1,3,5-triazin-2-yl)phenyl)-3-(3-cyclopropyl-1-oxo-1,3-dihydroisobenzofuran-5-yl)urea